CC1=NOC(=C1C1=CC=C(C[C@H](N)C(=O)O)C=C1)C 4-(3,5-dimethyl-1,2-oxazol-4-yl)-L-phenylalanine